(S)-2-(3,3-dimethyl-1-oxo-2,3-dihydro-1H-inden-5-ylamino)-4-(2-hydroxy-1-phenylethylamino)pyrimidine-5-carboxamide CC1(CC(C2=CC=C(C=C12)NC1=NC=C(C(=N1)N[C@H](CO)C1=CC=CC=C1)C(=O)N)=O)C